C1(CC1)CCN(C1=C2CN(C(C2=CC=C1)=O)C1C(NC(CC1)=O)=O)C1CCC(CC1)NCC1=NC=CC=C1 3-(4-((2-cyclopropylethyl)((1r,4r)-4-((pyridin-2-ylmethyl)amino)cyclohexyl)amino)-1-oxoisoindolin-2-yl)piperidine-2,6-dione